(R)-tert-butyl (3-(2-(N,N-bis(4-methoxybenzyl)sulfamoyl)-3-(2-(4-methoxybenzyl)-2H-tetrazol-5-yl)-4-(piperazin-1-yl)phenylsulfonamido)-2-((tert-butyldimethylsilyl) oxy)propyl)carbamate COC1=CC=C(CN(S(=O)(=O)C2=C(C=CC(=C2C=2N=NN(N2)CC2=CC=C(C=C2)OC)N2CCNCC2)S(=O)(=O)NC[C@@H](CNC(OC(C)(C)C)=O)O[Si](C)(C)C(C)(C)C)CC2=CC=C(C=C2)OC)C=C1